3,5-diphenylbenzoic acid C1(=CC=CC=C1)C=1C=C(C(=O)O)C=C(C1)C1=CC=CC=C1